C(CCCCCC(=O)OCCCCCCCCCC)(=O)OCCCCCCCCCC didecyl pimelate